3-(5-((7-(((1s,3s)-adamantan-1-yl)amino)heptyl)amino)-2-methyl-4-oxoquinazolin-3(4H)-yl)piperidine-2,6-dione C12(CC3CC(CC(C1)C3)C2)NCCCCCCCNC2=C3C(N(C(=NC3=CC=C2)C)C2C(NC(CC2)=O)=O)=O